tert-butyl ((1s,4s)-4-(methylsulfonyl)-cyclohexyl)carbamate CS(=O)(=O)C1CCC(CC1)NC(OC(C)(C)C)=O